ClC1=C2NC(\C\3=C/C=4NC(=CC4C(N([C@@H](CN(CC4=NN(C=C4C(=C1)C=C23)C)C(=O)OCC2=CC=CC=C2)C)C)=O)C)=O benzyl (10R,18Z)-23-chloro-4,10,11,15-tetramethyl-12,20-dioxo-4,5,8,11,16,21-hexazapentacyclo[17.5.2.02,6.013,17.022,26]hexacosa-1(24),2,5,13(17),14,18,22,25-octaene-8-carboxylate